C(C)OC(=O)C1=C(SC(=C1C)C=1OC=CN1)NC(=O)NC1(CC1)C(=O)OC(C)(C)C 2-(3-(1-(tert-Butoxycarbonyl)cyclopropyl)ureido)-4-methyl-5-(oxazol-2-yl)thiophene-3-carboxylic acid ethyl ester